OC(CCCCCCCCC(=O)O)CCC(CCCCCC)O 10,13-dihydroxynonadecanoic acid